ClC1=NC=C(C=C1)C=1C2CN(C(C1)CC2)C(=O)OC(C)(C)C tert-Butyl 5-(2-chloro-5-pyridyl)-2-azabicyclo[2.2.2]oct-5-ene-2-carboxylate